N-(2-(4,4-difluorocyclohexyl)-4-(2,4-difluorophenyl)pyridin-3-yl)-2-isopropylpyrimidine-5-carboxamide FC1(CCC(CC1)C1=NC=CC(=C1NC(=O)C=1C=NC(=NC1)C(C)C)C1=C(C=C(C=C1)F)F)F